ethyl-4-hydroxy-1-[(±)-1-methoxypropan-2-yl]-5-oxo-2,5-dihydro-1H-pyrrole Carbon [C].C(C)C1N(C(C(=C1)O)=O)[C@@H](COC)C |r|